C(CCCCC)OCOCCCC(CC(CC(CC(CC(CC(CC(CCCCl)C)C)C)C)C)C)C 19-chloro-4,6,8,10,12,14,16-heptamethylnonadecyl hexyloxymethyl ether